(4S,5S)-5-((S)-5H-imidazo[5,1-a]isoindol-5-yl)-3,3-dimethyltetrahydro-2H-pyran-4-ol C=1N=CN2C1C1=CC=CC=C1[C@@H]2[C@@H]2[C@@H](C(COC2)(C)C)O